(1s,4s)-4-(4-isopropyl-1-oxoisoindolin-2-yl)-N-(3-methoxy-4-methylphenyl)cyclohexanecarboxamide C(C)(C)C1=C2CN(C(C2=CC=C1)=O)C1CCC(CC1)C(=O)NC1=CC(=C(C=C1)C)OC